3-((2S)-3-(8-(3-bromo-4-methylphenylsulfonyl)-1-oxa-8-azaspiro[4.5]decan-3-ylamino)-2-hydroxypropoxy)-N-methylbenzenesulfonamide BrC=1C=C(C=CC1C)S(=O)(=O)N1CCC2(CC(CO2)NC[C@@H](COC=2C=C(C=CC2)S(=O)(=O)NC)O)CC1